[Na+].COC1=C(C=CC(=C1)[N+](=O)[O-])N1[NH2+]C(=NN1C1=CC=C(C=C1)[N+](=O)[O-])C1=C(C=C(C=C1)S(=O)(=O)O)S(=O)(=O)O 2-(2-methyloxy-4-nitrophenyl)-3-(4-nitrophenyl)-5-(2,4-disulfophenyl)-2H-tetrazolium monosodium salt